ClC1=C(C(=CC=C1F)F)S(=O)(=O)O 2-chloro-3,6-difluoro-benzenesulfonic acid